(2S,4S)-4-(2-aminoethyl)-5-oxopyrrolidin-2-carboxamide NCC[C@H]1C[C@H](NC1=O)C(=O)N